O=C1NC(CCC1N1C(N(C2=C1C=CC(=C2)CN2CCN(CC2)[C@H]2CN(CC2)CC2CCC(CC2)NC(OC(C)(C)C)=O)C)=O)=O tert-butyl N-[(1R,4R)-4-{[(3R)-3-(4-{[1-(2,6-dioxopiperidin-3-yl)-3-methyl-2-oxo-1,3-benzodiazol-5-yl]methyl}piperazin-1-yl)pyrrolidin-1-yl]methyl}cyclohexyl]carbamate